O1COC2=C1C=CC(=C2)C[C@@H]2NCCC2 (R)-2-[(2H-1,3-BENZODIOXOL-5-YL)METHYL]PYRROLIDIN